[C@H]12OCCN([C@@H]2C1)C(=O)C=1C2=C(N(N1)C1=CC=C(C=C1)CN1CCOCC1)C=1C=CC(=CC1S(C2)(=O)=O)C (1S,6R)-2-oxa-5-azabicyclo[4.1.0]hept-5-yl-(7-methyl-1-(4-(morpholinylmethyl)phenyl)-5,5-dioxido-1,4-dihydrothiochromeno[4,3-c]pyrazol-3-yl)methanone